tert-butyl (8-(4,4-difluoropiperidin-1-yl)-6-(4-iodo-2-(6-azaspiro[2.5]octan-6-yl)benzoylamino)-1,7-naphthyridin-2-yl)carbamate FC1(CCN(CC1)C=1N=C(C=C2C=CC(=NC12)NC(OC(C)(C)C)=O)NC(C1=C(C=C(C=C1)I)N1CCC2(CC2)CC1)=O)F